CC1(C(CC(C(C1)C(=O)O)C(=O)O)C(=O)O)C(=O)O methyl-1,2,4,5-cyclohexanetetracarboxylic acid